7-chloro-1'-(2-{1-[(cis)-3-hydroxy-3-methylcyclobutyl]-7-(trifluoromethyl)-1H-1,3-benzimidazol-5-yloxy}ethyl)spiro[indoline-3,4'-piperidin]-2-one ClC=1C=CC=C2C1NC(C21CCN(CC1)CCOC1=CC2=C(N(C=N2)C2CC(C2)(C)O)C(=C1)C(F)(F)F)=O